OC1(CC1)C1=NNC(=N1)C1CC2(CN(C2)C(=O)N2CC3(C2)CC(C3)CN3N=CC=C3C(F)(F)F)C1 [6-[3-(1-hydroxycyclopropyl)-1H-1,2,4-triazol-5-yl]-2-azaspiro[3.3]heptan-2-yl]-[6-[[5-(trifluoromethyl)pyrazol-1-yl]methyl]-2-azaspiro[3.3]heptan-2-yl]methanone